(5-methylpyrazin-2-yl)methylamide CC=1N=CC(=NC1)C[NH-]